[Si](C)(C)(C(C)(C)C)OCC1=CC=C(N)C=C1 4-(((tert-butyldimethylsilyl)oxy)methyl)aniline